FC(C(=O)O)(F)F.N=1C=CN2C1C=NC(=C2)C(=O)N imidazo[1,2-a]pyrazine-6-carboxamide trifluoroacetate